CC=1C=C2C(=NC1)N(C(N2)=O)C2=NC=C(N=C2)OC2=CC=CC1=C2C2(CC2)CO1 6-methyl-3-(5-spiro[2H-benzofuran-3,1'-cyclopropan]-4-yloxypyrazin-2-yl)-1H-imidazo[4,5-b]pyridin-2-one